n-decyl (S)-beta-aminoisobutyrate NC[C@@H](C(=O)OCCCCCCCCCC)C